C(C)(C)(C)O[Si](C(C)C)(C(C)C)OC(C)(C)C di-tert-butoxydi-iso-propylsilane